(S)-tert-butyl-7-(4-((3-(((benzyloxy)carbonyl)amino)-4-methoxy-4-oxobutyl) (3,3-difluoropropyl)amino) butyl)-3,4-dihydro-1,8-naphthyridine-1(2H)-carboxylate C(C)(C)(C)OC(=O)N1CCCC2=CC=C(N=C12)CCCCN(CCC(F)F)CC[C@@H](C(=O)OC)NC(=O)OCC1=CC=CC=C1